diethyl (4-((2-bromo-9H-carbazole-9-yl)methyl)benzyl)phosphonate BrC1=CC=2N(C3=CC=CC=C3C2C=C1)CC1=CC=C(CP(OCC)(OCC)=O)C=C1